3-{(1S)-1-[3-Chloro-5-(cyclopropanesulfonyl)benzamido]ethyl}pyrazin ClC=1C=C(C(=O)N[C@@H](C)C=2C=NC=CN2)C=C(C1)S(=O)(=O)C1CC1